C(C)(C)(C)OC(=O)C1(CC1)CCCCCCBr 1-(6-bromohexyl)cyclopropane-1-carboxylic acid tert-butyl ester